[Si](C1=CC=CC=C1)(C1=CC=CC=C1)(C(C)(C)C)OCC(CCC)OC1=NC(=C2N=CN(C2=N1)C1OCCCC1)N 2-((1-((tert-butyldiphenylsilyl)oxy)pentan-2-yl)oxy)-9-(tetrahydro-2H-pyran-2-yl)-9H-purin-6-amine